2-(1-{[(3,6-dichloropyridazin-4-yl)carbonyl]amino}ethyl)-1,3-thiazole-4-carboxylic acid ClC=1N=NC(=CC1C(=O)NC(C)C=1SC=C(N1)C(=O)O)Cl